C1(CC1)OC1=CC=C(C=C1)C1=NN2C(=NC=3C=CC=CC3C2=N1)NC=1C(N=CC=CC1)=O (3R)-3-({2-[4-(cyclopropyloxy)phenyl][1,2,4]triazolo[1,5-c]quinazolin-5-yl}amino)azepin-2-one